Cl.C(C)OCCNC N-(2-ethoxyethyl)-N-methylamine hydrochloride